FC1=C(C(=CC=C1)C)N1CCC(CC1)N1C(N(C=2C(C1)=CN(N2)C(C(=O)N)C)CC2=C(C=CC=C2)C(F)(F)F)=O 2-[5-[1-(2-Fluoro-6-methyl-phenyl)-piperidin-4-yl]-6-oxo-7-(2-trifluoromethyl-benzyl)-4,5,6,7-tetrahydro-pyrazolo[3,4-d]pyrimidin-2-yl]-propionamid